1,1,3,3-tetramethyl-1,3-diphenyl-disiloxane C[Si](O[Si](C1=CC=CC=C1)(C)C)(C1=CC=CC=C1)C